C(C)(C)(C)OC(NC/C(=C/F)/CCl)=O (Z)-(2-(chloromethyl)-3-fluoroallyl)carbamic acid tert-butyl ester